N-(1-Adamantylmethyl)-4-[4-[3-[4-(3-hydroxyphenyl)pyrazol-1-yl]-5-(trifluoromethyl)benzoyl]piperazin-1-yl]benzamide C12(CC3CC(CC(C1)C3)C2)CNC(C2=CC=C(C=C2)N2CCN(CC2)C(C2=CC(=CC(=C2)C(F)(F)F)N2N=CC(=C2)C2=CC(=CC=C2)O)=O)=O